NC1=NC(=C(C(=N1)C)CC=1C=C(C=CC1OC)CO)N[C@H](CCSC)CCCC (S)-(3-((2-amino-4-methyl-6-((1-(methylthio)hept-3-yl)amino)-pyrimidin-5-yl)methyl)-4-methoxyphenyl)methanol